CN1C=CC2=CC(=CC=C12)N 1-methyl-1H-indol-5-amine